1-(5-Bromo-1,3,4-thiadiazol-2-yl)-4-(4-isobutyrylpiperazin-1-yl)-N-(3-methyloxetan-3-yl)-1H-indazole-6-sulphonamide BrC1=NN=C(S1)N1N=CC2=C(C=C(C=C12)S(=O)(=O)NC1(COC1)C)N1CCN(CC1)C(C(C)C)=O